4,4'-methylenebis[2-[(2,3,4-trihydroxyphenyl)methyl]-3,6-dimethylphenol] C(C1=C(C(=C(C(=C1)C)O)CC1=C(C(=C(C=C1)O)O)O)C)C1=C(C(=C(C(=C1)C)O)CC1=C(C(=C(C=C1)O)O)O)C